(S)-2-{[7-(2,6-difluorobenzyloxy)benzo[d][1,3]dioxol-4-yl]methylamino}propanamide FC1=C(COC2=CC=C(C3=C2OCO3)CN[C@H](C(=O)N)C)C(=CC=C1)F